2'-oxospiro[cyclopropane-1,3'-indole]-1'-carboxylate O=C1N(C2=CC=CC=C2C12CC2)C(=O)[O-]